t-Butyl 4-[4-[3-cyano-4-[(1-methyl-6-oxo-2-pyridyl)sulfanyl]pyrazolo[1,5-a]pyridin-6-yl]-5-methyl-pyrazol-1-yl]piperidine-1-carboxylate C(#N)C=1C=NN2C1C(=CC(=C2)C=2C=NN(C2C)C2CCN(CC2)C(=O)OC(C)(C)C)SC=2N(C(C=CC2)=O)C